CC=1C2=CC=CC=C2C=C2C=CC=C(C12)N 9-methylanthraceneamine